(R or S)-N-(2,5-dimethoxyphenyl)-3-(3-fluoro-4-methylphenyl)-3-(thiazol-2-yl)pyrrolidine-1-carboxamide COC1=C(C=C(C=C1)OC)NC(=O)N1C[C@](CC1)(C=1SC=CN1)C1=CC(=C(C=C1)C)F |o1:15|